(3R)-3-methyl-4-(5-methyl-4-(1-methyl-1H-pyrazol-5-yl)-7-(1-(tetrahydro-2H-pyran-2-yl)-1H-pyrazol-5-yl)imidazo[1,5-b]pyridazin-2-yl)morpholine C[C@H]1N(CCOC1)C=1C=C(C=2N(N1)C(=NC2C)C2=CC=NN2C2OCCCC2)C2=CC=NN2C